N-(4-(4-(3-(2,4-dioxotetrahydropyrimidin-1(2H)-yl)benzyl)piperazin-1-yl)-3-(trifluoromethyl)phenyl)-3-(imidazo[1,2-b]pyridazin-3-ylethynyl)-4-methylbenzamide O=C1N(CCC(N1)=O)C=1C=C(CN2CCN(CC2)C2=C(C=C(C=C2)NC(C2=CC(=C(C=C2)C)C#CC2=CN=C3N2N=CC=C3)=O)C(F)(F)F)C=CC1